5-chloro-2-fluoro-4-(6-(2,2,2-trifluoroethoxy)pyridazin-3-yl)aniline ClC=1C(=CC(=C(N)C1)F)C=1N=NC(=CC1)OCC(F)(F)F